phenol sodium sulfamate S(N)([O-])(=O)=O.[Na+].C1(=CC=CC=C1)O